NCCCCCC(=O)NCCCCCC(=O)O N-(6-aminocaproyl)-6-aminocaproic acid